N-(3-bromo-2-chlorophenyl)-7-(tetrahydro-2H-pyran-4-yl)-5,6,7,8-tetrahydro-2,7-naphthyridine-3-carboxamide BrC=1C(=C(C=CC1)NC(=O)C=1N=CC=2CN(CCC2C1)C1CCOCC1)Cl